2-(5-{[(1S,2S,3R,5R)-2-fluoro-8-azabicyclo[3.2.1]octan-3-yl](methyl)amino}pyrazin-2-yl)-5-(6-methylpyridazin-3-yl)phenol F[C@H]1[C@@H]2CC[C@H](C[C@H]1N(C=1N=CC(=NC1)C1=C(C=C(C=C1)C=1N=NC(=CC1)C)O)C)N2